C(C=C)NCC1=CC(=CC(=C1)[N+](=O)[O-])CN N-allyl-5-nitro-m-xylylenediamine